6-chloro-3-methyl-1-(tetrahydro-2H-pyran-2-yl)-N-(1-(3,4,5-trimethoxyphenyl)-1H-imidazol-4-yl)-1H-pyrazolo[3,4-d]pyrimidin-4-amine ClC1=NC(=C2C(=N1)N(N=C2C)C2OCCCC2)NC=2N=CN(C2)C2=CC(=C(C(=C2)OC)OC)OC